2,2-bis(3-(2-propenyl)-4-hydroxyphenyl)propane aminonaphthalate NC1=C(C2=CC=CC=C2C=C1)C(=O)O.C(C=C)C=1C=C(C=CC1O)C(C)(C)C1=CC(=C(C=C1)O)CC=C